C1=CC(=C2C3=C(C(=C(C=C3)Cl)Cl)OC2=C1)O The molecule is a member of the class of dibenzofurans that is dibenzo[b,d]furan substituted by a hydroxy group at position 1 and chloro groups at positions 6 and 7. It is a member of dibenzofurans, an organochlorine compound and a member of phenols. It derives from a hydride of a dibenzofuran.